COC=1C=C(C=CC1)N1CCN(CC1)C(=O)C=1C2=C(C(N(N1)C)=O)C=NC=C2 1-[4-(3-methoxyphenyl)piperazine-1-carbonyl]-3-methyl-pyrido[3,4-d]pyridazin-4-one